C1(CC1)C1=NC(=CC=C1O[C@@H]1C[C@H](CCC1)C(=O)OC)C=1N=NN(C1COC(N(C)CC(C)(F)F)=O)C methyl (1S,3S)-3-((2-cyclopropyl-6-(5-((((2,2-difluoropropyl)(methyl)carbamoyl)oxy)methyl)-1-methyl-1H-1,2,3-triazol-4-yl)pyridin-3-yl)oxy)cyclohexane-1-carboxylate